C(#N)C=1N=CC(=NC1)NC1=NNC(=C1)C=1C=NC=CC1OC 3-{3-[(5-cyanopyrazin-2-yl)amino]-1H-pyrazol-5-yl}-4-methoxypyridin